FC1=CC=C(C=C)C=C1 4-fluorostyrene